(S)-N-((R)-1-(4-carbamimidoylthiophen-2-yl)ethyl)-7-((9,9-difluoro-8-methyl-9H-fluorene-3-carbonyl)glycyl)-1,4-dioxa-7-azaspiro[4.4]nonane-8-carboxamide C(N)(=N)C=1C=C(SC1)[C@@H](C)NC(=O)[C@H]1N(CC2(OCCO2)C1)C(CNC(=O)C=1C=CC=2C(C3=C(C=CC=C3C2C1)C)(F)F)=O